9-(4-((1-(3-fluoropropyl)azetidin-3-yl)methyl)phenyl)-8-(5-methoxy-2-(trifluoromethyl)phenyl)-6,7-dihydro-5H-benzo[7]annulene-3-carboxylic acid FCCCN1CC(C1)CC1=CC=C(C=C1)C1=C(CCCC2=C1C=CC(=C2)C(=O)O)C2=C(C=CC(=C2)OC)C(F)(F)F